COC=1C(=CC2=CN(N=C2C1)C1CCC(CC1)N(C(C)=O)C)C(=O)NC=1C=NN2C1N=CC=C2 6-methoxy-2-((1r,4r)-4-(N-methylacetamido)cyclohexyl)-N-(pyrazolo[1,5-a]pyrimidin-3-yl)-2H-indazole-5-carboxamide